C(C)OC(=O)C=1C(C=C2N(C(CC3=CC(=C(C=C23)OC)C=2C=NN(C2)CCC(=O)OCC)C(C)(C)C)C1)=O 6-tert-butyl-9-[1-(3-ethoxy-3-oxopropyl)-1H-pyrazol-4-yl]-10-methoxy-2-oxo-6,7-dihydro-2H-pyrido[2,1-a]isoquinoline-3-carboxylic acid ethyl ester